2-(3-bromoisoxazol-5-yl)ethane-1-ol BrC1=NOC(=C1)CCO